(1S)-2-[4,6-bis(trifluoromethyl)-1,3,5-triazin-2-yl]-6-chloro-1-[(oxan-4-yl)methyl]-2,3,4,9-tetrahydro-1H-pyrido[3,4-b]indole FC(C1=NC(=NC(=N1)C(F)(F)F)N1[C@H](C=2NC3=CC=C(C=C3C2CC1)Cl)CC1CCOCC1)(F)F